4-(chloromethyl)-5-(difluoromethoxy)-3-(cyclopropyl)-1-methyl-1H-pyrazole ClCC=1C(=NN(C1OC(F)F)C)C1CC1